C(C)(OC1=CC=C(C=N1)C1=CN=CC(=N1)C(=O)NOCC1=C(C=CC(=C1)OC)F)([2H])[2H] 6-(6-(ethoxy-1,1-d2)pyridin-3-yl)-N-((2-fluoro-5-methoxybenzyl)oxy)pyrazine-2-carboxamide